3,5-dimethoxybenzonitrile COC=1C=C(C#N)C=C(C1)OC